C1(=CC=CC=C1)C(N)[C@@H]1CNC2=C(N1)N=CC=C2 phenyl((S)-1,2,3,4-tetrahydropyrido[2,3-b]pyrazin-3-yl)methanamine